benzyl 4-[2-(1-oxa-4,9-diazaspiro[5.5]undecan-4-yl)-2-oxo-ethyl]piperidine-1-carboxylate hydrochloride salt Cl.O1CCN(CC12CCNCC2)C(CC2CCN(CC2)C(=O)OCC2=CC=CC=C2)=O